Rac-N-(6-bromo-7-chloroisoquinolin-3-yl)-2,2-dimethyltetrahydrofuran-3-carboxamide BrC=1C=C2C=C(N=CC2=CC1Cl)NC(=O)[C@H]1C(OCC1)(C)C |r|